N1-(6-(4-Isopropyl-4H-1,2,4-triazol-3-yl)pyridin-2-yl)-N3-(1-methyl-1H-pyrazol-5-yl)isophthalamide C(C)(C)N1C(=NN=C1)C1=CC=CC(=N1)NC(C1=CC(C(=O)NC2=CC=NN2C)=CC=C1)=O